C(C=C)(=O)N1C[C@@H](N(CC1)C=1C2=C(N(C(N1)=O)C=1C(=NC=CC1C)OC1CCC1)N=C(C(=C2)F)C2=C(C=CC=C2O)F)C ((S)-4-propenoyl-2-methylpiperazin-1-yl)-1-(2-cyclobutoxy-4-methylpyridin-3-yl)-6-fluoro-7-(2-fluoro-6-hydroxyphenyl)pyrido[2,3-d]pyrimidin-2(1H)-one